Methyl ((4'-((2-(2-fluoropropan-2-yl)-1H-imidazol-1-yl)methyl)-5-isobutyl-[1,1'-biphenyl]-2-yl)sulfonyl)carbamate FC(C)(C)C=1N(C=CN1)CC1=CC=C(C=C1)C1=C(C=CC(=C1)CC(C)C)S(=O)(=O)NC(OC)=O